O1CCNCCC1 [1,4]oxaazepan